1-((S)-1-(2-cyclopropylpyrimidin-5-yl)ethyl)-6-((1S,2S)-2-(5-fluoropyrimidin-2-yl)cyclobutyl)-4-oxo-4,5-dihydro-1H-pyrazolo[3,4-d]pyrimidine-3-carbonitrile C1(CC1)C1=NC=C(C=N1)[C@H](C)N1N=C(C2=C1N=C(NC2=O)[C@@H]2[C@H](CC2)C2=NC=C(C=N2)F)C#N